tert-Butyl 7-((1-(6-chloro-2-(hydroxymethyl)-5-methylpyrimidin-4-yl)piperidin-4-yl)oxy)-2H-benzo[b][1,4]oxazine-4(3H)-carboxylate ClC1=C(C(=NC(=N1)CO)N1CCC(CC1)OC=1C=CC2=C(OCCN2C(=O)OC(C)(C)C)C1)C